CN1[SiH2]N(CC1)C 1,3-dimethyl-1,3-diaza-2-silacyclopentane